2-[4-[8-[3-chloro-4-[4-(1H-imidazol-4-yl)piperidine-1-carbonyl]anilino]imidazo[1,2-a]pyrazin-3-yl]-2,3-difluoro-phenoxy]acetonitrile ClC=1C=C(NC=2C=3N(C=CN2)C(=CN3)C3=C(C(=C(OCC#N)C=C3)F)F)C=CC1C(=O)N1CCC(CC1)C=1N=CNC1